(R)-8-fluoro-4-((1S,7S,8S)-8-fluoro-5-oxa-2-azabicyclo[5.1.0]octan-2-yl)-2-(((2R,7aS)-2-fluorotetrahydro-1H-pyrrolizin-7a(5H)-yl)methoxy-d2)-6-(trifluoromethyl)quinazolin FC=1C=C(C=C2C(=NC(=NC12)OC([2H])([2H])[C@]12CCCN2C[C@@H](C1)F)N1[C@@H]2[C@H]([C@@H]2COCC1)F)C(F)(F)F